3-(3-methyl-1H-pyrazol-4-yl)-5-[4-(4-methylpiperazin-1-yl)phenyl]-1H-pyrrolo[2,3-b]pyridine CC1=NNC=C1C1=CNC2=NC=C(C=C21)C2=CC=C(C=C2)N2CCN(CC2)C